OC1=C(C=CC(=C1)C1OC2=CC(=CC(=C2C(C1)=O)O)OC)[O-].FC1=C(C(=C(C(=C1[B-](C1=C(C(=C(C(=C1F)F)F)F)F)(C1=C(C(=C(C(=C1F)F)F)F)F)C1=C(C(=C(C(=C1F)F)F)F)F)F)F)F)F.CC1=C(C(=CC=C1)C)[P+2] (2,6-dimethylphenyl)phosphorus tetrakis(pentafluorophenyl)borate 2-hydroxy-4-(5-hydroxy-7-methoxy-4-oxo-2,3-dihydro-4H-chromen-2-yl)phenolate